2-amino-4-(trifluoromethyl)thiophenol hydrochloride Cl.NC1=C(C=CC(=C1)C(F)(F)F)S